C(C)(C)(C)OC(N[C@@H]1[C@H](OCC(C1COCC)O)C1=C(C=CC(=C1)F)F)=O N-[(2R,3S)-2-(2,5-difluorophenyl)-4-(ethoxymethyl)-5-hydroxy-tetrahydropyran-3-yl]carbamic acid tert-butyl ester